4,6-dichloro-N-(3-ethyl-1H-pyrazol-5-yl)-1,3,5-triazin-2-amine ClC1=NC(=NC(=N1)Cl)NC1=CC(=NN1)CC